(rac)-tert-butyl {[(2-{4-[5-(2-amino-5-fluoropyridin-4-yl)-2-fluorophenoxy]butoxy}-6-chloropyridin-4-yl)methyl](methyl)oxido-λ6-sulfanylidene}carbamate NC1=NC=C(C(=C1)C=1C=CC(=C(OCCCCOC2=NC(=CC(=C2)C[S@](=O)(C)=NC(OC(C)(C)C)=O)Cl)C1)F)F |r|